3-(4-cyano-2-methoxy-phenoxy)-5-methyl-N-[3-(methylsulfonimidoyl)phenyl]-6-(2-pyridyl)pyridazine-4-carboxamide C(#N)C1=CC(=C(OC=2N=NC(=C(C2C(=O)NC2=CC(=CC=C2)S(=O)(=N)C)C)C2=NC=CC=C2)C=C1)OC